O[C@@H](C(=O)O)CC(C)C |r| D,L-α-hydroxy-isocaproic acid